(1-(chloromethyl)-2,5-dimethyl-6-oxo-1,6-dihydropyridin-3-yl)-1-(2-methyl-4-(trifluoromethoxy)phenyl)-6-(trifluoromethyl)-2,3-dihydropyrido[2,3-d]pyrimidin-4(1H)-one ClCN1C(=C(C=C(C1=O)C)C1NC(C2=C(N1C1=C(C=C(C=C1)OC(F)(F)F)C)N=CC(=C2)C(F)(F)F)=O)C